methyl N-[5-(6-bromoimidazo[1,2-a]pyridin-3-yl)-2-pyridyl]carbamate BrC=1C=CC=2N(C1)C(=CN2)C=2C=CC(=NC2)NC(OC)=O